N1(C=CC=C1)C(=C)C=C 2-(1-pyrrolyl)-1,3-butadiene